1-butyl-3-aminopropylimidazole chloride salt [Cl-].C(CCC)C(CCN)C=1NC=CN1